FC=1C=C(C=C(C1)F)[C@@H]1CC=NN1C(=O)N1CCN(CC1)C1=NC=C(C(=N1)N1N=C(N(C1=O)C)C)F (S)-2-(2-(4-(5-(3,5-difluorophenyl)-4,5-dihydro-1H-pyrazole-1-carbonyl)piperazin-1-yl)-5-fluoropyrimidin-4-yl)-4,5-dimethyl-2,4-dihydro-3H-1,2,4-triazol-3-one